4a-(3-(trifluoromethoxy)phenyl)octahydro-2H-benzo[b][1,4]oxazine hydrochloride Cl.FC(OC=1C=C(C=CC1)C12C(OCCN1)CCCC2)(F)F